OCN1C(C=CC=C1)=O hydroxymethyl-pyridin-2(1H)-one